ClC=1C=CC=C2C[C@H]([C@H](C12)NC([O-])=O)O (1S,2R)-7-Chloro-2-hydroxy-2,3-dihydro-1H-inden-1-yl-carbamat